N-((3R,4S)-4-((7-(2,6-dichloro-3,5-dimethoxyphenyl)-5-(2-azaspiro[3.4]octan-2-yl)-2,6-naphthyridin-3-yl)amino)tetra-hydrofuran-3-yl)acrylamide ClC1=C(C(=C(C=C1OC)OC)Cl)C1=NC(=C2C=C(N=CC2=C1)N[C@H]1[C@H](COC1)NC(C=C)=O)N1CC2(C1)CCCC2